C1(=CC=CC2=CC=CC=C12)S(=O)(=O)O.[Mg] magnesium naphthalenesulfonic acid